C1(CC1)C1=NC(=CC(=C1)C1=C(C=C(C#N)C=C1)C1=NN=CN1C)N1C(C2=CC(=CC=C2C1)CNCC1(CCC1)O)=O 4-{2-Cyclopropyl-6-[6-({[(1-hydroxycyclobutyl)methyl]amino}methyl)-1-oxo-3H-isoindol-2-yl]pyridin-4-yl}-3-(4-methyl-1,2,4-triazol-3-yl)benzonitrile